FC(C1=CC2=C(SC(=C2)C(N[C@H]2CCCC[C@@H]3N(C2=O)[C@@H](CC3)C(=O)N3CC(CC3)C3=C(C=CC=C3)F)=O)C=C1)P(O)(O)=O (fluoro(2-(((3S,6S,10aS)-3-(3-(2-fluorophenyl)pyrrolidine-1-carbonyl)-5-oxodecahydropyrrolo[1,2-a]azocin-6-yl)carbamoyl)benzo[b]thiophen-5-yl)methyl)phosphonic acid